FC(C=1C=CC(=NC1)C(N1C[C@@H](N(C[C@H]1C)C=1C2=C(N=C(N1)Cl)N(N=N2)C[C@@H]2OCCC2)C)C2=NC=C(C=C2)C(F)(F)F)(F)F 7-((2S,5R)-4-(Bis(5-(trifluoromethyl)pyridin-2-yl)methyl)-2,5-dimethylpiperazin-1-yl)-5-chloro-3-(((R)-tetrahydrofuran-2-yl)methyl)-3H-[1,2,3]triazolo[4,5-d]pyrimidine